ClC=1C=CC(=C(C1)C=1N=C(SC1NC(=O)C=1C=NN2C1N=CC=C2)C#CCN(C)C)OC(F)F Pyrazolo[1,5-a]pyrimidine-3-carboxylic acid [4-(5-chloro-2-difluoromethoxy-phenyl)-2-(3-dimethylamino-prop-1-ynyl)-thiazol-5-yl]-amide